[1,5]diazocine-8-carboxylic acid N1=CC=CN=CC=C1C(=O)O